NN1C=CC=C1 amino-1H-pyrrole